C(NC(=O)C=1N=NC=CC1NC1=C(C=C(C=C1)C1=NN=NN1C)OC(F)(F)F)([2H])([2H])[2H] N-(methyl-d3)-4-((4-(1-methyl-1H-tetrazol-5-yl)-2-(trifluoromethoxy)phenyl)amino)pyridazine-3-carboxamide